N-(3-butyl)phenyl-N'-(3-(1-propyl-1,2,3,4-tetrahydropyridin-4-yl)-1H-indol-5-yl)urea CCC(C)N(C(=O)NC=1C=C2C(=CNC2=CC1)C1CCN(C=C1)CCC)C1=CC=CC=C1